C1(CCCCC1)(C=1C(=C(C(=CC1)CC1=C(C(=C(C=C1)O)O)O)O)C1CCCCC1)C=1C(=C(C(=CC1)CC1=C(C(=C(C=C1)O)O)O)O)C1CCCCC1 cyclohexylidenebis[2-cyclohexyl-6-[(2,3,4-trihydroxyphenyl)methyl]phenol]